(3S)-N-[4-methyl-3-[2-(morpholin-4-yl)-6-[2-oxo-3-azabicyclo[3.1.0]hex-3-yl]pyridin-4-yl]phenyl]-3-(2,2,2-trifluoroethyl)pyrrolidine-1-carboxamide CC1=C(C=C(C=C1)NC(=O)N1C[C@@H](CC1)CC(F)(F)F)C1=CC(=NC(=C1)N1C(C2CC2C1)=O)N1CCOCC1